3-methoxy-5-((oxetan-2-ylmethyl)amino)benzoic acid methyl ester COC(C1=CC(=CC(=C1)NCC1OCC1)OC)=O